C(C)(C)(C)OC(=O)N1[C@@H](C[C@H](C1)OCCOS(=O)(=O)C1=CC=C(C)C=C1)CO (2S,4R)-2-(hydroxymethyl)-4-(2-(tosyloxy)ethoxy)pyrrolidine-1-carboxylic acid tert-butyl ester